(7R,8aS)-7-(2,3-dichloro-6-hydroxyphenyl)-2-(3-hydroxy-2-methoxypropyl)hexahydropyrrolo[1,2-a]pyrazin-4-one ClC1=C(C(=CC=C1Cl)O)[C@H]1C[C@@H]2N(C(CN(C2)CC(CO)OC)=O)C1